N-(3-((2s,5s)-6-amino-5-fluoro-5-(fluoromethyl)-2-methyl-2,3,4,5-tetrahydropyridin-2-yl)-4-fluorophenyl)-5-methoxypyridineamide NC=1[C@@](CC[C@@](N1)(C)C=1C=C(C=CC1F)NC(=O)C1=NC=C(C=C1)OC)(CF)F